ClC1=C(C=CC=C1C=1C=C2CC(NC2=CC1)C)C1C(N(C(CC1)=O)S(=O)(=O)C1=CC=C(C=C1)N=C=S)=O 3-(2-chloro-3-(2-methylindolin-5-yl)phenyl)piperidine-2,6-dionesulfonyl-(4-isothiocyanatobenzene)